23-azido-3,6,9,12,15,18,21-heptaoxatricosan-1-amine N(=[N+]=[N-])CCOCCOCCOCCOCCOCCOCCOCCN